1-isopropyl-6-(4,4,5,5-tetramethyl-1,3,2-dioxaborolan-2-yl)-1H-indazole C(C)(C)N1N=CC2=CC=C(C=C12)B1OC(C(O1)(C)C)(C)C